OC1C(OCC=2C(N3CC=4C(=NC=5C=CC(=CC5C4)O)C3=CC21)=O)=O 4,9-dihydroxy-3,14-dioxo-3,4,12,14-tetrahydro-1H-pyrano[3',4':6,7]indolizino[1,2-b]quinolin